Natrium metabisulfit S(=O)(=O)([O-])S(=O)[O-].[Na+].[Na+]